N-[2-(2-hydroxyphenyl)ethyl]-2,4,6-trimethylbenzene-1-sulfonamide OC1=C(C=CC=C1)CCNS(=O)(=O)C1=C(C=C(C=C1C)C)C